O1COC2=C1C=CC=C2CN2C(NC1(C2)CCC(CC1)(C1=CC=CC=C1)N(C)C)=O 3-(1,3-benzodioxol-4-yl-methyl)-8-dimethylamino-8-phenyl-1,3-diazaspiro[4.5]decan-2-one